3,4,5,6-tetrahydro-2H-3,6-epiminobenzo[b]oxocine O1C2=C(C3CCC(C1)N3)C=CC=C2